OCCCCCCCCCCCCCCCCCCC=C 20-hydroxy-1-icosene